CC1=CC=2C3=C(NC2C=C1C(=O)NC1(CC1)C1=CC=CC2=CC=CC=C12)C(CC3)=O 7-Methyl-N-(1-(naphthalen-1-yl)cyclopropyl)-3-oxo-1,2,3,4-tetrahydrocyclopenta[b]indole-6-carboxamide